(R)-N-((R/S)-1-(1H-indol-4-yl)ethyl)-2-methylpropane-2-sulfinamide N1C=CC2=C(C=CC=C12)[C@@H](C)N[S@](=O)C(C)(C)C |&1:9|